ClC1=C(C=C(C=C1)Cl)C(CCCCC(=O)O)=O 6-(2,5-dichloro-phenyl)-6-oxo-hexanoic acid